1-[6-(4-hydroxycyclohexyl)pyridin-3-yl]Urea OC1CCC(CC1)C1=CC=C(C=N1)NC(=O)N